N-(3-(2-((4-(dimethylamino)cyclohexyl)amino)quinazolin-6-yl)-2,4-difluorophenyl)-5-(trifluoromethyl)pyridine-3-sulfonamide CN(C1CCC(CC1)NC1=NC2=CC=C(C=C2C=N1)C=1C(=C(C=CC1F)NS(=O)(=O)C=1C=NC=C(C1)C(F)(F)F)F)C